1-(2-(3-chloro-4-(6-(1-methylcyclopropoxy)-9-((4-methylpyridin-2-yl)methyl)-9H-purin-8-yl)phenoxy)ethyl)pyrrolidin-2-one ClC=1C=C(OCCN2C(CCC2)=O)C=CC1C=1N(C2=NC=NC(=C2N1)OC1(CC1)C)CC1=NC=CC(=C1)C